3-((4-(1-((4-hydroxypiperidin-4-yl)methyl)-5-(trifluoromethyl)-1H-indol-7-yl)pyrrolo[2,1-f][1,2,4]triazin-6-yl)methyl)-6,6-dimethyl-3-azabicyclo[3.1.0]hexane-2,4-dione OC1(CCNCC1)CN1C=CC2=CC(=CC(=C12)C1=NC=NN2C1=CC(=C2)CN2C(C1C(C1C2=O)(C)C)=O)C(F)(F)F